N(N)C1=C(C=CC=C1)S(=O)(=O)N 2-Hydrazinylbenzenesulfonamide